CC1(C(CCC1)C)O 1,2-dimethylcyclopentanol